BrC=1C=CC(=C2C(=C(C(=NC12)S(=O)CC1=NOC(=C1)C)C(C)=O)NCC1CCC1)Cl 1-(8-bromo-5-chloro-4-((cyclobutylmethyl)amino)-2-(((5-methylisoxazol-3-yl)methyl)sulfinyl)quinolin-3-yl)ethanone